Cl.C(C1=CC=CC=C1)(=O)OC1=C(C=C(C=C1)C[C@@H](C(=O)OC(C)C)N)OC(C1=CC=CC=C1)=O (S)-4-(2-amino-3-isopropoxy-3-oxopropyl)-1,2-phenylene dibenzoate hydrochloride